(Z)-4-[5-(3,5-dichlorophenyl)-5-trifluoromethyl-4,5-dihydroisoxazol-3-yl]-N-[(methoxyimino)methyl]-2-methylbenzamide ClC=1C=C(C=C(C1)Cl)C1(CC(=NO1)C1=CC(=C(C(=O)N\C=N/OC)C=C1)C)C(F)(F)F